trichloromethyl-silane tert-Butyl-(3aR,5s,6aS)-5-(1,3-dioxoisoindolin-2-yl)hexahydrocyclopenta[c]pyrrole-2(1H)-carboxylate C(C)(C)(C)OC(=O)N1C[C@@H]2[C@H](C1)CC(C2)N2C(C1=CC=CC=C1C2=O)=O.ClC(Cl)(Cl)[SiH3]